BrC=1C=C2C(=NN(C2=CC1)C(C)C)COC1=C(C=CC=C1)CCC(=O)OC methyl 3-(2-((5-bromo-1-isopropyl-1H-indazol-3-yl)methoxy)phenyl)propanoate